ClC1=C(C(=O)C2=CNC3=NC=C(C(=C32)N[C@H]3CO[C@@H](CC3)CO)C#N)C=CC(=C1)OC=1C=NC=CC1 3-(2-chloro-4-(pyridin-3-yloxy)benzoyl)-4-(((3R,6S)-6-(hydroxymethyl)tetrahydro-2H-pyran-3-yl)amino)-1H-pyrrolo[2,3-b]pyridine-5-carbonitrile